6-(2-(1H-imidazol-1-yl)ethoxy)-N-(6-chloropyridin-3-yl)isoquinolin-1-amine N1(C=NC=C1)CCOC=1C=C2C=CN=C(C2=CC1)NC=1C=NC(=CC1)Cl